tert-butyl 2-(1-ethyl-3-(trifluoromethyl)-1H-pyrazol-4-yl)-4-(2-(1-ethyl-3-(trifluoromethyl)-1H-pyrazol-4-yl)phenyl)-3-fluoro-4,7-dihydrothieno[2,3-c]pyridine-6(5H)-carboxylate C(C)N1N=C(C(=C1)C1=C(C2=C(CN(CC2C2=C(C=CC=C2)C=2C(=NN(C2)CC)C(F)(F)F)C(=O)OC(C)(C)C)S1)F)C(F)(F)F